BrCC1=C([C@@H](N=C(N1)C=1SC=CN1)C1=C(C(=C(C=C1)F)F)C)C(=O)OC |o1:4| (S*)-methyl 6-(bromomethyl)-4-(3,4-difluoro-2-methylphenyl)-2-(thiazol-2-yl)-1,4-dihydropyrimidine-5-carboxylate